4-(6-(3-(4-ethynyl-3-fluoro-phenoxy)azetidin-1-yl)-3-pyridinyl)-6-(2-hydroxy-2-methyl-propoxy)pyrazolo[1,5-a]pyridine-3-carbonitrile C(#C)C1=C(C=C(OC2CN(C2)C2=CC=C(C=N2)C=2C=3N(C=C(C2)OCC(C)(C)O)N=CC3C#N)C=C1)F